trimethyl-4,13-dioxo-3,14-dioxa-5,12-diaza-hexadecane-1,16-diol diacrylate C(C=C)(=O)OC(C(OC(NCCCCCCNC(OCCOC(C=C)=O)=O)=O)C)(C)C